BrC1=C(C=C(C=C1)NC1=NC=C(C(=N1)NC1CCCC1)Cl)C(C)O 1-[2-bromo-5-[[5-chloro-4-(cyclopentylamino)pyrimidin-2-yl]amino]phenyl]ethanol